1-(5-((3,4-dihydroisoquinolin-2(1H)-yl)methyl)furan-2-yl)ethan-1-one C1N(CCC2=CC=CC=C12)CC1=CC=C(O1)C(C)=O